2-((4-chlorophenyl)(hydroxy)methyl)cyclohexane-1-one methyl-2',5'-dichloro-6-methyl-[4,4'-bipyridine]-3-carboxylate COC(=O)C=1C=NC(=CC1C1=CC(=NC=C1Cl)Cl)C.ClC1=CC=C(C=C1)C(C1C(CCCC1)=O)O